C12C3C(C(C=C1)O2)C(NC3=O)=O 7-oxabicyclo[2.2.1]-5-heptene-2,3-dicarboximide